N[C@H]1CN(CCC1)C1=C(C=CC(=C1)C=1C=NC=CC1C#N)NC(=O)C1=NN(C(C=C1)=O)C1=C(C=CC=C1F)F (R)-N-(2-(3-aminopiperidin-1-yl)-4-(4-cyanopyridin-3-yl)phenyl)-1-(2,6-difluorophenyl)-6-oxo-1,6-dihydropyridazine-3-carboxamide